serine lithium salt [Li+].N[C@@H](CO)C(=O)[O-]